C(C(C)C)OC(C=C)=O acrylic acid iso-butyl ester